L-4-Methoxyphenylalanine COC1=CC=C(C[C@H](N)C(=O)O)C=C1